C(C1=CC=CC=C1)OC(=O)N1[C@H](CC2=C(C[C@H]1C)C(C1=C(C=CC(=C1C2=O)Br)Br)=O)C benzyl-cis-7,10-dibromo-2,4-dimethyl-6,11-dioxo-1,2,4,5,6,11-hexahydro-3H-naphtho[2,3-d]azepine-3-carboxylate